(3S)-3-(1-piperidylmethyl)-1,2,3,4-tetrahydroisoquinoline N1(CCCCC1)C[C@H]1NCC2=CC=CC=C2C1